1-(4-fluorophenyl)-6-methyl-5-(4-(methylsulfonyl)-4,7-diazaspiro[2.5]octan-7-yl)-1H-indazole FC1=CC=C(C=C1)N1N=CC2=CC(=C(C=C12)C)N1CCN(C2(CC2)C1)S(=O)(=O)C